OCC(C(C=C)C)NC(OCC1=CC=CC=C1)=O syn-(±)-benzyl (1-hydroxy-3-methylpent-4-en-2-yl)carbamate